[Si](C1=CC=CC=C1)(C1=CC=CC=C1)(C(C)(C)C)O[C@@H]1[C@@H](N(CC1)C)C(=O)OC Methyl (2R,3S)-3-((tert-butyldiphenylsilyl)oxy)-1-methylpyrrolidine-2-carboxylate